aminoresorcinol C1=CC(=C(C(=C1)O)N)O